tetrachloroethylene, tetrahydrochloride Cl.Cl.Cl.Cl.ClC(=C(Cl)Cl)Cl